CC=1C=CC(=NC1)C1=NC2=CC=CC=C2C=N1 (5-methylpyridin-2-yl)quinazolin